2-(2-(tert-butyldimethylsilyloxy)-1-(6-methoxy-5-(trifluoromethyl)-1,6-dihydropyridin-3-yl)ethoxy)isoindoline-1,3-dione [Si](C)(C)(C(C)(C)C)OCC(ON1C(C2=CC=CC=C2C1=O)=O)C1=CNC(C(=C1)C(F)(F)F)OC